CON(C(CCCOCC1=CC=C(C=C1)OC)=O)C N-Methoxy-4-((4-methoxybenzyl)oxy)-N-methylbutanamide